5-((2,5-Dichloropyrimidin-4-yl)amino)-7-(2-(((3S,5R)-4,4-difluoro-5-methylpiperidin-3-yl)oxy)ethoxy)-1-methyl-1,3-dihydro-2H-benzo[d]imidazol-2-one ClC1=NC=C(C(=N1)NC1=CC2=C(N(C(N2)=O)C)C(=C1)OCCO[C@H]1CNC[C@H](C1(F)F)C)Cl